3-ethyl-1-adamantanamine C(C)C12CC3(CC(CC(C1)C3)C2)N